(1-((1,4-Oxazepan-4-yl)methyl)cyclopropyl)methanol O1CCN(CCC1)CC1(CC1)CO